C(C)C1=C(C(=CC=C1)C)N1CC(C1)C1=CC(=C(CN2CCC(CC2)C(=O)O)C(=C1)C)C (4-(1-(2-ethyl-6-methylphenyl)azetidin-3-yl)-2,6-dimethylbenzyl)-piperidine-4-carboxylic acid